CC1=C(C=CC(=C1)C)C1=NC=NC=N1 6-(2,4-dimethylphenyl)-1,3,5-triazine